CC(CSC1=NC(=NC(=N1)SCC(C#C)C)SCC(C#C)C)C#C 2,4,6-tris(2-methyl-3-butynylthio)s-triazine